C(C)(C)(C)OC(=O)N1CC2(CC2)[C@@H]([C@@H]1CC1=C(C(=CC=C1)Br)F)NS(=O)(=O)C1CC1.FC(F)(F)C1=C(C=CC=C1)C(C(=O)N1C(OCC1)=O)=C 3-(2-(trifluoromethylphenyl)acryloyl)oxazolidine-2-one tert-butyl-(6S,7S)-6-(3-bromo-2-fluorobenzyl)-7-(cyclopropanesulfonamido)-5-azaspiro[2.4]heptane-5-carboxylate